C(C)(C)(C)OC(=O)C=1C(=C(C=CC1)C[C@@H](B1OC2(C3C(C(CC2O1)C3)(C)C)C)NC(=O)C=3C=C1CN(CC1=CC3)C(=O)OCC3=CC=CC=C3)OC benzyl 5-((1R)-2-(3-(tert-butoxycarbonyl)-2-methoxyphenyl)-1-(2,9,9-trimethyl-3,5-dioxa-4-bora-tricyclo[6.1.1.02,6]dec-4-yl)ethylcarbamoyl)isoindoline-2-carboxylate